N-(2-(4-ethylpiperazin-1-yl)-5-(4-(4-((5-(trifluoromethyl)pyridin-2-yl)oxy)phenyl)-piperidine-1-carbonyl)phenyl)-1-phenylmethanesulfonamide C(C)N1CCN(CC1)C1=C(C=C(C=C1)C(=O)N1CCC(CC1)C1=CC=C(C=C1)OC1=NC=C(C=C1)C(F)(F)F)NS(=O)(=O)CC1=CC=CC=C1